COC(=O)N1[C@H]2CS[C@@H](CCCCC(O)=O)[C@H]2NC1=O N-methoxycarbonyl-biotin